tert-butyl 3-((7-chloro-6-fluoro-1-(2-isopropyl-4-methylpyridin-3-yl)-3-nitro-2-oxo-1,2-dihydro-1,8-naphthyridin-4-yl)amino)azetidine-1-carboxylate ClC1=C(C=C2C(=C(C(N(C2=N1)C=1C(=NC=CC1C)C(C)C)=O)[N+](=O)[O-])NC1CN(C1)C(=O)OC(C)(C)C)F